4-chloro-1H-indole-2-carboxylic acid ClC1=C2C=C(NC2=CC=C1)C(=O)O